(5-((6-((R)-3-(3-chloro-2-methylphenyl)isoxazolidine-2-yl)pyrimidine-4-yl)amino)-2-((R)-3-(dimethylamino)pyrrolidine-1-yl)-4-methoxyphenyl)acrylamide ClC=1C(=C(C=CC1)[C@@H]1N(OCC1)C1=CC(=NC=N1)NC=1C(=CC(=C(C1)C(C(=O)N)=C)N1C[C@@H](CC1)N(C)C)OC)C